(3R)-4-[2-tert-butoxy-6-[4-methylsulfonyl-2-(trifluoromethyl)piperazin-1-yl]-4-pyridinyl]-3-methyl-morpholine C(C)(C)(C)OC1=NC(=CC(=C1)N1[C@@H](COCC1)C)N1C(CN(CC1)S(=O)(=O)C)C(F)(F)F